ethyl 3-ethoxy-propionate C(C)OCCC(=O)OCC